N[C@H]1CN(CCC1)C1=NC2=C(N1CC1=NC=C(C#N)C=C1)C=CC=C2 (R)-6-((2-(3-Aminopiperidin-1-yl)-1H-benzo[d]imidazol-1-yl)methyl)nicotinonitril